dipentaerythritol tetrakis(3-mercaptoisobutyrate) SCC(C(=O)OCC(COC(C(CS)C)=O)(COCC(COC(C(CS)C)=O)(COC(C(CS)C)=O)CO)CO)C